BrC1=CC(=NC=N1)C#CC=1N=C2N(C=C(C=C2N2C(N(C(C2)=O)C)=O)C2CC2)C1 1-(2-((6-bromopyrimidin-4-yl)ethynyl)-6-cyclopropylimidazo[1,2-a]pyridin-8-yl)-3-methylimidazolidine-2,4-dione